(S)-2-methylene-4-oxo-4-((1-(5-(trifluoromethyl)pyridin-2-yl)ethyl)amino)butanoic acid C=C(C(=O)O)CC(N[C@@H](C)C1=NC=C(C=C1)C(F)(F)F)=O